ClC1=CC=C(C(=O)OC([C@H]([C@@H](C(=O)O)O)O)=O)C=C1 O'-p-chlorobenzoyl-D-tartaric acid